propenal C(C=C)=O